CN(CCCC(=O)NC=1C=CC=C2C(=CC=NC12)C(=O)NCC(=O)N1[C@@H](CCC1)C(C(NCC1=CC(=C(C(=C1)OC)OC)OC)=O)O)C 8-(4-(dimethylamino)butanamido)-N-(2-((2S)-2-(1-hydroxy-2-oxo-2-((3,4,5-trimethoxybenzyl)amino)ethyl)pyrrolidin-1-yl)-2-oxoethyl)quinoline-4-carboxamide